ClC1=CC2=C(C=N1)C(=NN2)C=2C=NN(C2)C 6-chloro-3-(1-methyl-1H-pyrazol-4-yl)-1H-pyrazolo[4,3-c]pyridine